bicyclo[2.2.1]heptan-2-ylmethanamine HCl salt Cl.C12C(CC(CC1)C2)CN